2-amino-3-hydroxypropionic acid methyl ester hydrochloride Cl.COC(C(CO)N)=O